NC=1C=2N(C3=CC(=CC=C3N1)C(=O)N(C)[C@@H]1CO[C@H](C3=CC(=CC=C13)F)C)C=NC2 4-amino-N-((1S,4S)-7-fluoro-1-methylisochroman-4-yl)-N-methyl-imidazo[1,5-a]quinoxaline-8-carboxamide